C(#N)C=1C=C(C=NC1)[C@H]1N(OCC1)C(=O)C1CCN(CC1)C=1N=CC(=NC1)C#N 5-[4-[(3S)-3-(5-Cyano-3-pyridyl)isoxazolidine-2-carbonyl]-1-piperidyl]pyrazine-2-carbonitrile